[I-].C(CCCCC)OC=1C(=NSN1)C1=CCC[N+](C1)(C(CCCCCCCCC)OC(CC(C)C)=O)C 5-(4-(hexyloxy)-1,2,5-thiadiazol-3-yl)-1-methyl-1-(1-((3-methylbutanoyl)oxy)decyl)-1,2,3,6-tetrahydropyridin-1-ium iodide